2,2',4,4',5,6'-hexabromodiphenyl ether C1=C(C=C(C(=C1Br)OC2=CC(=C(C=C2Br)Br)Br)Br)Br